5-(1,3-benzothiazol-6-yl)-N-(4-hydroxyphenyl)-1-(6-methylpyridin-2-yl)pyrazole-3-carboxamide ethyl-(Z)-3-(4-bromothiazol-2-yl)-2-fluoroacrylate C(C)OC(/C(=C/C=1SC=C(N1)Br)/F)=O.S1C=NC2=C1C=C(C=C2)C2=CC(=NN2C2=NC(=CC=C2)C)C(=O)NC2=CC=C(C=C2)O